ClC=1C=C2OC=3C=CC(=CC3NC2=CC1)C(C)S(=O)(=O)N1CCNCC1 7-chloro-2-(1-(piperazin-1-ylsulfonyl)ethyl)-10H-phenoxazine